FC(C(=O)O)(C(OC(F)(F)F)(F)F)F perfluoro-4-oxavaleric acid